2-{[(3S,4S)-4-({2-[(4-Cyano-2-fluorophenoxy)methyl]pyrimidin-4-yl}oxy)-3-fluoropiperidin-1-yl]methyl}-1-{[(2S)-oxetan-2-yl]methyl}-1H-1,3-benzodiazole-6-carboxylic acid C(#N)C1=CC(=C(OCC2=NC=CC(=N2)O[C@@H]2[C@H](CN(CC2)CC2=NC3=C(N2C[C@H]2OCC2)C=C(C=C3)C(=O)O)F)C=C1)F